C(C)(C)(C)OC(=O)N([C@@H](CC1=CC=C(C=C1)B(O)O)C(=O)OC(C)(C)C)C(=O)OC(C)(C)C (S)-(4-(2-(bis(t-butoxycarbonyl)amino)-3-(t-butoxy)-3-oxopropyl)phenyl)boronic acid